FC(OC1=CC=C(C=C1)S(=O)(=O)N1CC=C(CC1)C=1C=C(C=NC1)O)(F)F 5-(1-((4-trifluoromethoxyphenyl)sulfonyl)-1,2,5,6-tetrahydropyridin-4-yl)-3-hydroxy-pyridine